(2S,3R,5S)-N-(3-carbamoyl-4-fluorophenyl)-3-(3,4-difluoro-2-methoxyphenyl)-5-methyl-5-(trifluoromethyl)tetrahydrofuran-2-carboxamide C(N)(=O)C=1C=C(C=CC1F)NC(=O)[C@H]1O[C@@](C[C@@H]1C1=C(C(=C(C=C1)F)F)OC)(C(F)(F)F)C